7-isobutoxycarbonyl-3H-phenoxazin-3-one C(C(C)C)OC(=O)C=1C=C2OC3=CC(C=CC3=NC2=CC1)=O